dicarboxyl-phthalimide C(=O)(O)C=1C(=C2C(C(=O)NC2=O)=CC1)C(=O)O